ClC1=C(N=C(NC1=O)C1=CC(=NC=C1)F)N1CCOCC(C1)O 5-chloro-2-(2-fluoro-4-pyridinyl)-4-(6-hydroxy-1,4-oxaazepan-4-yl)-1H-pyrimidin-6-one